p-sulfhydryl-phenol SC1=CC=C(C=C1)O